FC(OC1=CC=C(C=C1)C=1C=CC(N(N1)CC=1SC(=NN1)C1=CC=CC=C1)=O)F 6-(4-(difluoromethoxy)phenyl)-2-((5-phenyl-1,3,4-thiadiazol-2-yl)methyl)pyridazin-3(2H)-one